N-(4-((6,7-dimethoxyquinolin-4-yl)oxy)phenyl)cyclobutanesulfonamide COC=1C=C2C(=CC=NC2=CC1OC)OC1=CC=C(C=C1)NS(=O)(=O)C1CCC1